NC1=C(C=C(C=N1)C=1C=C(C=CC1)NS(=O)(=O)C)C1=CC(=C(C(=C1)OC)OC)OC N-[3-[6-amino-5-(3,4,5-trimethoxyphenyl)-3-pyridyl]phenyl]methane-sulfonamide